FC1=CC=C(C=C1)C(=O)N1[C@@H](CC[C@@H](C1)C=1OC=C(N1)C1=NC=C(C=C1)F)C (4-fluorophenyl){(2R,5S)-5-[4-(5-fluoropyridin-2-yl)-1,3-oxazol-2-yl]-2-methylpiperidin-1-yl}methanone